(R)-N-(1,1-Dioxido-2,3-dihydrothiophen-3-yl)-2-oxo-7-vinyl-1,2-dihydroquinoline-3-carboxamide O=S1(C[C@@H](C=C1)NC(=O)C=1C(NC2=CC(=CC=C2C1)C=C)=O)=O